4-[4-(3-chlorobenzoyl)phenylthio]phenylbis(4-fluorophenyl)sulfonium tetrakis(2,3,5,6-tetrafluoro-4-methyloxyphenyl)borate FC1=C(C(=C(C(=C1F)OC)F)F)[B-](C1=C(C(=C(C(=C1F)F)OC)F)F)(C1=C(C(=C(C(=C1F)F)OC)F)F)C1=C(C(=C(C(=C1F)F)OC)F)F.ClC=1C=C(C(=O)C2=CC=C(C=C2)SC2=CC=C(C=C2)[S+](C2=CC=C(C=C2)F)C2=CC=C(C=C2)F)C=CC1